The molecule is a mannosylated ceramide phosphoinositol compound having a tetracosanoyl group attached to the ceramide nitrogen, with hydroxylation at C-2 of the very-long-chain fatty acid. It has a role as a Saccharomyces cerevisiae metabolite. It derives from an Ins-1-P-Cer(d18:0/2-OH-24:0). It is a conjugate acid of a Man-beta1-2-Ins-1-P-Cer(d18:0/2-OH-24:0)(1-). CCCCCCCCCCCCCCCCCCCCCCC(C(=O)N[C@@H](COP(=O)(O)O[C@@H]1[C@@H]([C@@H]([C@H]([C@@H]([C@H]1O[C@H]2[C@H]([C@H]([C@@H]([C@H](O2)CO)O)O)O)O)O)O)O)[C@@H](CCCCCCCCCCCCCCC)O)O